phenyl-(methyl-d3)(fluorophenyl)pyridine C1(=CC=CC=C1)C1=C(C(=NC=C1)C1=C(C=CC=C1)F)C([2H])([2H])[2H]